(1S)-N-(2-(4-(5-fluoropyridin-2-yl)-1,9-dioxaspiro[5.5]undecane-4-yl)ethyl)-2,3-Dihydro-1H-inden-1-amine FC=1C=CC(=NC1)C1(CCOC2(C1)CCOCC2)CCN[C@H]2CCC1=CC=CC=C21